2-Octyl 2-cyanoacrylate C(#N)C(C(=O)OC(C)CCCCCC)=C